4-(6-chlorobenzoxazolyloxy)-phenoxypropionic acid ClC1=CC2=C(N=C(O2)OC2=CC=C(OC(C(=O)O)C)C=C2)C=C1